ClC1=C(C=CC=C1)C1=NC=2N(C(N(C(C2N1C1=CC=C(C=C1)Cl)=O)C)=O)CC1CCN(CC1)C(=O)OC(C)(C)C tert-butyl 4-[[8-(2-chlorophenyl)-7-(4-chlorophenyl)-1-methyl-2,6-dioxopurin-3-yl]methyl]piperidine-1-carboxylate